tert-butyl formate hydrochloride Cl.C(=O)OC(C)(C)C